O1C(C1)C=1C=CC=C(C#N)C1 5-Oxiran-2-ylbenzonitrile